4-(6-aminopyridazin-3-yl)-6-methyl-3,6-dihydropyridine-1(2H)-carboxylic acid tert-butyl ester C(C)(C)(C)OC(=O)N1CCC(=CC1C)C=1N=NC(=CC1)N